OC(C)(C)C=1C=C(C=CC1)N1C(N(C(C1)C#N)C1=CN=CC2=CC=CC=C12)=O 1-(3-(2-hydroxy-prop-2-yl)phenyl)-3-(isoquinolin-4-yl)-2-oxoimidazoline-4-carbonitrile